2-dipropylamino-6-(N-ethylanilino)fluorene C(CC)N(C1=CC=2CC3=CC=C(C=C3C2C=C1)N(C1=CC=CC=C1)CC)CCC